3-(3-(4-(2-(pyridin-3-yl)ethyl)phenoxy)azetidin-1-yl)-2-(1H-pyrrol-1-yl)benzoic acid N1=CC(=CC=C1)CCC1=CC=C(OC2CN(C2)C=2C(=C(C(=O)O)C=CC2)N2C=CC=C2)C=C1